NC(C=O)CCC aminopentanal